CN1[C@@H](CCC1)COC=1N=C(C2=C(N1)CN(CC2)C2=C1C=CC=NC1=CC=C2)N2CC(NCC2)CC#N 2-[4-[2-[[(2S)-1-methylpyrrolidin-2-yl]methoxy]-7-(5-quinolyl)-6,8-dihydro-5H-pyrido[3,4-d]pyrimidin-4-yl]piperazin-2-yl]acetonitrile